(3S,4R)-4-(4-(3-(dimethoxymethyl)-1-oxa-8-azaspiro[4.5]decan-8-yl)phenyl)-3-phenylchroman-7-ol COC(C1COC2(C1)CCN(CC2)C2=CC=C(C=C2)[C@H]2[C@H](COC1=CC(=CC=C21)O)C2=CC=CC=C2)OC